C(CCCCCCCCCCCCCCCCCCC)CCCCCCCCCCCCCCCCCCCCCCO Arachidyl-behenyl alcohol